1,2-dichlorobenzaldehyde ClC1(C=O)C(C=CC=C1)Cl